ethyl 2-((3,3-difluoro-1-(1H-1,2,3-triazol-4-yl)cyclobutyl)amino)-2-oxoacetate FC1(CC(C1)(C=1N=NNC1)NC(C(=O)OCC)=O)F